BrC=1C(=NC(=C(C1)C(F)(F)F)O[C@@H](CC=C)C)C(=O)O 3-bromo-6-[(1R)-1-methylbut-3-enoxy]-5-(trifluoromethyl)pyridine-2-carboxylic acid